C5-E-(ethyl valerate) C(C)C(C(=O)[O-])CCC